C(C)OC(=O)C1=C(C2=C(S1)C(=CC=C2Br)F)C=O 4-bromo-7-fluoro-3-formylbenzo[b]Thiophene-2-carboxylic acid ethyl ester